C(C)N(C(=O)[C@H]1CN([C@@H]2CC=3C4=C(C2=C1)C=CC=C4NC3)CC3=CC(=CC=C3)O)CC (6aR,9R)-N,N-diethyl-7-(3-hydroxybenzyl)-4,6,6a,7,8,9-hexahydroindolo[4,3-fg]quinoline-9-carboxamide